sucrose tetrastearate CCCCCCCCCCCCCCCCCC(=O)OC[C@@H]1[C@H]([C@@H]([C@](O1)(COC(=O)CCCCCCCCCCCCCCCCC)O[C@@H]2[C@@H]([C@H]([C@@H]([C@H](O2)CO)O)O)O)OC(=O)CCCCCCCCCCCCCCCCC)OC(=O)CCCCCCCCCCCCCCCCC